(3R,6S)-1-(2-chloro-4-fluorophenylethyl)-6-methylpiperidine-3-carboxylic acid methyl ester COC(=O)[C@H]1CN([C@H](CC1)C)CCC1=C(C=C(C=C1)F)Cl